((tert-butoxycarbonyl)amino)octanoic acid C(C)(C)(C)OC(=O)NC(C(=O)O)CCCCCC